S(C1=C(C(=CC(=C1)C)C(C)(C)C)O)C1=C(C(=CC(=C1)C)C(C)(C)C)O 2,2'-thiobis(4-methyl-6-tert-butylphenol)